6-(3-amino-1-(benzoyl-D-phenylalanyl)-1H-indazol-4-yl)-N-(4-fluorophenyl)-1-naphthamide NC1=NN(C2=CC=CC(=C12)C=1C=C2C=CC=C(C2=CC1)C(=O)NC1=CC=C(C=C1)F)C([C@H](NC(C1=CC=CC=C1)=O)CC1=CC=CC=C1)=O